C(C)(C)(C)P(C(C)(C)C)CC1=CC=CC(=N1)CNC1=C(C=CC=C1)P(C1=CC=CC=C1)C1=CC=CC=C1 N-((6-((di-tert-butylphosphaneyl)methyl)pyridin-2-yl)methyl)-2-(diphenylphosphaneyl)aniline